NC1=NC=NN2C1=NC=C2C=2C=C(C=CC2C)S(=O)(=O)N2CC(CC2)(C#N)C 1-((3-(4-Aminoimidazo[2,1-f][1,2,4]triazin-7-yl)-4-methylphenyl)sulfonyl)-3-methylpyrrolidine-3-carbonitrile